C12CN(CC(CC1)N2)C2=NC(=NC1=C(C(=C(C=C21)CCC#N)C2=CC(=CC1=CC=CC=C21)O)F)OC[C@]21CCCN1C[C@@H](C2)F 3-(4-(3,8-diazabicyclo-[3.2.1]octan-3-yl)-8-fluoro-2-(((2R,7aS)-2-fluorotetra-hydro-1H-pyrrolizin-7a(5H)-yl)methoxy)-7-(3-hydroxynaphthalen-1-yl)-quinazolin-6-yl)propane-nitrile